N-[3-[[(3-Methylcyclohexyl)oxy]methyl]phenyl]-6-oxo-3-piperidine-carboxamide CC1CC(CCC1)OCC=1C=C(C=CC1)NC(=O)C1CNC(CC1)=O